3-amino-6-methyl-N-pyridin-2-ylpyrazine-2-carboxamide NC=1C(=NC(=CN1)C)C(=O)NC1=NC=CC=C1